N-[(2,4-difluorophenyl)methyl]-4-(1-methylpyrazol-4-yl)quinoline-2-carboxamide FC1=C(C=CC(=C1)F)CNC(=O)C1=NC2=CC=CC=C2C(=C1)C=1C=NN(C1)C